O1C(OCC1)C1=C(C=CC=C1OCC1=CC=C(C=C1)OC)N1N=CC(=C1)C=1C=C(C(=O)O)C=CN1 2-(1-(2-(1,3-dioxolan-2-yl)-3-((4-methoxybenzyl)oxy)phenyl)-1H-pyrazol-4-yl)isonicotinic acid